6-(2-fluoro-6-isobutoxy-4-(2-methyl-7-(trifluoromethyl)-2H-indazol-4-yl)benzyl)-6,7-di-hydro-5H-pyrrolo[3,4-b]pyridin-5-one-7,7-d2 FC1=C(CN2C(C3=NC=CC=C3C2=O)([2H])[2H])C(=CC(=C1)C=1C2=CN(N=C2C(=CC1)C(F)(F)F)C)OCC(C)C